C(C)(=O)C1=CC=NC=C1 4-Acetylpyridin